(1E)-N-[(6-chloropyridin-3-yl)methyl]-N'-cyano-N-(2,2-difluoroethyl)acetamidine ClC1=CC=C(C=N1)CN(\C(\C)=N\C#N)CC(F)F